Methyl cis-3-((4-(2-azidopropan-2-yl)-6-chloro-2,7-naphthyridin-1-yl)oxy)cyclobutane-1-carboxylate N(=[N+]=[N-])C(C)(C)C1=CN=C(C2=CN=C(C=C12)Cl)O[C@H]1C[C@H](C1)C(=O)OC